4-(dispiro[[1,3]dioxolane-2,1'-cyclohexane-4',1''-inden]-2''-yl)-3,5-dimethyl-1,2-oxazole C12(C(=CC3=CC=CC=C13)C=1C(=NOC1C)C)CCC1(CC2)OCCO1